Dioxophospholane O=C1C(PCC1)=O